C(N)(=O)C=1C(=NN(C1)C1(C(CN(CC1)CC1=C(C=C(C(=C1)O)C=C)F)F)CC#N)NC(OC)=O methyl N-[4-carbamoyl-1-[4-(cyanomethyl)-3-fluoro-1-[(2-fluoro-5-hydroxy-4-vinyl-phenyl)methyl]-4-piperidyl]pyrazol-3-yl]carbamate